FC1=CC=C2C[C@@H](C2=C1)NC(=NO)C1=NON=C1OCCS(=O)(=O)C N-[(7S)-4-Fluorobicyclo[4.2.0]octa-1,3,5-trien-7-yl]-N'-hydroxy-4-[2-(methylsulfonyl)ethoxy]-1,2,5-oxadiazol-3-carboximidamid